4-(6-(6-((6-cyanopyridin-3-yl)methyl)-3,6-diazabicyclo[3.1.1]heptan-3-yl)pyridin-3-yl)-6-(2-hydroxy-2-methylpropoxy)pyrazolo[1,5-a]pyridine-3-carbonitrile C(#N)C1=CC=C(C=N1)CN1C2CN(CC1C2)C2=CC=C(C=N2)C=2C=1N(C=C(C2)OCC(C)(C)O)N=CC1C#N